N-(4-chlorophenyl)benzanilide ClC1=CC=C(C=C1)N(C1=CC=CC=C1)C(C1=CC=CC=C1)=O